C(C)(C)NC1=NC(=NC=C1C(F)(F)F)NC=1C=C2CCN(CC2=CC1)CCOC N4-Isopropyl-N2-(2-(2-methoxyethyl)-1,2,3,4-tetrahydroisoquinolin-6-yl)-5-(trifluoromethyl)pyrimidine-2,4-diamine